(S)-[3-(4-Chloro-2-fluorophenyl)-5-(2,4-difluorophenyl)-1,2-oxazol-4-yl](pyridine-3-yl)methanol ClC1=CC(=C(C=C1)C1=NOC(=C1[C@@H](O)C=1C=NC=CC1)C1=C(C=C(C=C1)F)F)F